FC1=CC=C(C=C1)C=1N=CN(C1C=1OC=C(N1)C(=O)NC1=NC=C(C=C1)C1C[C@H]2CC[C@@H](C1)N2C)C(C)C 2-(4-(4-fluorophenyl)-1-isopropyl-1H-imidazol-5-yl)-N-(5-((1R,5S)-8-methyl-8-azabicyclo[3.2.1]octan-3-yl)pyridin-2-yl)oxazole-4-carboxamide